(S,E)-2-((dimethylamino)methylene)-3-methylcyclopentan-1-one (2S,3S)-2,3-bis(benzoyloxy)succinate C(C1=CC=CC=C1)(=O)O[C@H](C(=O)O)[C@@H](C(=O)O)OC(C1=CC=CC=C1)=O.CN(C)\C=C/1\C(CC[C@@H]1C)=O